1,3-bis(4'-diethylaminobenzyl)propanone C(C)N(C1=CC=C(CCC(CCC2=CC=C(C=C2)N(CC)CC)=O)C=C1)CC